2-(3-(6-bromo-7-chloro-2-oxo-1,2-dihydroquinolin-3-yl)phenyl)acetic acid ethyl ester C(C)OC(CC1=CC(=CC=C1)C=1C(NC2=CC(=C(C=C2C1)Br)Cl)=O)=O